tert-butyl N-[2-[5-[(1R)-1-benzyloxy-1-(trifluoromethyl)pent-4-enyl]-1,3,4-oxadiazol-2-yl]-5-(difluoromethyl)-6-[(1R)-1-methylbut-3-enoxy]-3-pyridyl]carbamate C(C1=CC=CC=C1)O[C@@](CCC=C)(C(F)(F)F)C1=NN=C(O1)C1=NC(=C(C=C1NC(OC(C)(C)C)=O)C(F)F)O[C@@H](CC=C)C